C(C=C)OC(=O)N1[C@@H](CC(C1)(F)F)CCCCC(=O)O 5-((R)-1-((allyloxy)carbonyl)-4,4-difluoropyrrolidin-2-yl)pentanoic acid